FC(C(=O)O)(F)F.ClC1=C(C=C(C(=C1NC=1C(=C2C(N(C=NC2=CC1)C)=O)F)F)F)NS(=O)(=O)N1CCCC1 N-(2-chloro-4,5-difluoro-3-((5-fluoro-3-methyl-4-oxo-3,4-dihydroquinazolin-6-yl)amino)phenyl)pyrrolidine-1-sulfonamide trifluoroacetate